(2R)-3-(tert-butyldisulfanyl)-2-[9H-fluoren-9-ylmethoxycarbonyl-(methyl)amino]propionic acid C(C)(C)(C)SSC[C@@H](C(=O)O)N(C)C(=O)OCC1C2=CC=CC=C2C=2C=CC=CC12